COC1=CC(=CC(=C1O)OC)/C=C\\C(=O)O The molecule is a 3-(4-hydroxy-3,5-dimethoxyphenyl)prop-2-enoic acid in which the double bond has cis-configuration. It has been isolated from the shoots of alfalfa. It has a role as a plant metabolite.